(2R,4S)-4-fluoro-N-(3-(2-((3-methoxy-1-methyl-1H-pyrazole-4-yl)amino)pyrimidin-4-yl)-1H-indol-7-yl)-[1,3'-bipyrrolidine]-2-carboxamide F[C@H]1C[C@@H](N(C1)C1CNCC1)C(=O)NC=1C=CC=C2C(=CNC12)C1=NC(=NC=C1)NC=1C(=NN(C1)C)OC